[6-[[5-(trifluoromethyl)-1H-pyrazol-3-yl]methyl]-2-azaspiro[3.3]heptane-2-yl]methanone FC(C1=CC(=NN1)CC1CC2(CN(C2)C=O)C1)(F)F